C(C1=CC=CC=C1)OC(=O)NCC(=O)N 2-{[(benzyloxy)carbonyl]amino}acetamide